(4-((2S,5R)-2,5-Dimethyl-4-(((trans)-3-(trifluoromethyl)cyclobutyl)(4-(trifluoromethyl)phenyl)methyl)piperazin-1-yl)-1H-[1,2,4]triazolo[3,4-b]purin-1-yl)-N,N-dimethylethan-1-amine C[C@@H]1N(C[C@H](N(C1)C(C1=CC=C(C=C1)C(F)(F)F)[C@@H]1C[C@H](C1)C(F)(F)F)C)C=1C=2N=CN(C2N2C(N1)=NN=C2)C(C)N(C)C